ClC1=C(C=C(C=C1)N=C(C1=CC=CC=C1)C1=CC=CC=C1)N1N=CC(=N1)F N-(4-chloro-3-(4-fluoro-2H-1,2,3-triazol-2-yl)phenyl)-1,1-diphenylmethanimine